tert-butyl N-[2-[(4-bromo-1H-indole-2-carbonyl)amino]ethyl]carbamate BrC1=C2C=C(NC2=CC=C1)C(=O)NCCNC(OC(C)(C)C)=O